(4-((6-(methoxycarbonyl)-1H-benzo[d]imidazol-1-yl)methyl)phenyl)boronic acid COC(=O)C=1C=CC2=C(N(C=N2)CC2=CC=C(C=C2)B(O)O)C1